CC1(OCCC(C1)CN[C@@H]1[C@@H](CCCC1)OC=1C=C2CN(C(C2=CC1)=O)C1C(NC(CC1)=O)=O)C 3-(5-(((1R,2S)-2-(((2,2-dimethyltetrahydro-2H-pyran-4-yl)methyl)amino)cyclohexyl)oxy)-1-oxoisoindolin-2-yl)piperidine-2,6-dione